IC=1C(=NN(C1C)C)C(=O)O 4-iodo-1,5-dimethyl-1H-pyrazole-3-carboxylic acid